3-[4-[3-[4-[(3R,5R)-5-[(1,5-dimethyl-6-oxo-pyridazin-4-yl)amino]-1-methyl-3-piperidyl]benzoyl]-3,9-diazaspiro[5.5]undecan-9-yl]-2-fluoro-phenyl]piperidine-2,6-dione CN1N=CC(=C(C1=O)C)N[C@@H]1C[C@@H](CN(C1)C)C1=CC=C(C(=O)N2CCC3(CC2)CCN(CC3)C3=CC(=C(C=C3)C3C(NC(CC3)=O)=O)F)C=C1